C(C)(C)(C)OC(=O)N[C@H](C(=O)N1[C@@H]([C@H]2C([C@H]2C1)(C)C)C(=O)O)CCC=C (1R,2S,5S)-3-((S)-2-((tert-butoxycarbonyl)amino)hex-5-enoyl)-6,6-dimethyl-3-azabicyclo[3.1.0]hexane-2-carboxylic acid